N=1C=CN2N=C(C=CC21)C2=CNC=1N=C(N=C(C12)NC)NC1CCC(CC1)C(=O)N1CCCC1 ((1r,4r)-4-((5-(imidazo[1,2-b]pyridazin-6-yl)-4-(methylamino)-7H-pyrrolo[2,3-d]pyrimidin-2-yl)amino)cyclohexyl)(pyrrolidin-1-yl)methanone